α,α,β,β-tetradeutero-dimethyltryptamine [2H]C(N(C)C)(C(C1=CNC2=CC=CC=C12)([2H])[2H])[2H]